NC1=NC=CC(=C1CN(C)C)OC1=C(C=C(C=C1)NC(=O)C=1C=NN(C1C(F)(F)F)C=1N=NC=CC1)F N-(4-((2-amino-3-((dimethylamino)methyl)pyridin-4-yl)oxy)-3-fluorophenyl)-1-(pyridazine-3-yl)-5-(Trifluoromethyl)-1H-pyrazole-4-carboxamide